C(C)O\C(\CO)=C(/CC\C=C(\CC\C=C(\CCC=C(C)C)/C)/C)\C (2Z,6E,10E)-2-ethoxy-3,7,11,15-tetramethylhexadeca-2,6,10,14-tetraen-1-ol